N-(4-fluoro-3-methoxyphenyl)acrylamide FC1=C(C=C(C=C1)NC(C=C)=O)OC